3,3-bis(fluoromethyl)cyclobutan-1-one FCC1(CC(C1)=O)CF